potassium trimethoxy(trifluoromethyl)boranuide CO[B-](C(F)(F)F)(OC)OC.[K+]